COC(=O)C1=CC=C(C=C1)C1NCCC(C1)C=1N=NN(C1)C (2-(4-(methoxycarbonyl)phenyl))-4-(1-methyl-1H-1,2,3-triAzol-4-yl)piperidin